BrC=1C=C2C(=CNC2=C(C1)C(C)C)C(C(Cl)(Cl)Cl)=O 1-(5-Bromo-7-isopropyl-1H-indol-3-yl)-2,2,2-trichloroethan-1-one